FC=1C(=C(C=CC1F)[C@H]1[C@@H](O[C@]([C@H]1C)(C(F)(F)F)C)C(=O)NC1=CC(=NC=C1C)C(=O)N)OC 4-((2R,3S,4S,5R)-3-(3,4-difluoro-2-methoxyphenyl)-4,5-dimethyl-5-(trifluoromethyl)tetrahydrofuran-2-carboxamido)-5-methylpicolinamide